C(C1=CC=CC=C1)OCC1=NN(C(N1CC)=O)C=1C=C2C=CNC(C2=C(C1)OC(C(F)(F)F)C)=O 6-(3-((Benzyloxy)methyl)-4-ethyl-5-oxo-4,5-dihydro-1H-1,2,4-triazol-1-yl)-8-((1,1,1-trifluoropropan-2-yl)oxy)isoquinolin-1(2H)-one